quinolin-2(1H)-one hydrochloride Cl.N1C(C=CC2=CC=CC=C12)=O